O[C@]1(C[C@H]2CC[C@H]3[C@@H]4CCC[C@@H]([C@]4(CC[C@@H]3[C@H]2CC1)C)CNS(=O)(=O)C1CC1)C N-(((1S,4aS,4bR,6aR,8R,10aS,10bR,12aS)-8-hydroxy-8,12a-dimethyloctadecahydrochrysen-1-yl)methyl)cyclopropanesulfonamide